5-methoxychromene COC1=C2C=CCOC2=CC=C1